C(C=C)(=O)OCCCCO[Si](OC)(C)C acryloxypropylmethylmethyldimethoxysilane